[PH2](=O)[O-].[Na+].[PH2](=O)O hypophosphorous acid sodium hypophosphite